C1(CC1)NCCCC(=O)O 4-(CYCLOPROPYLAMINO)BUTANOIC ACID